6-fluoro-N-(2-fluoro-3-{[4-(heptafluoropropan-2-yl)-2-iodo-6-(trifluoromethyl)phenyl]carbamoyl}phenyl)pyridine-3-carboxamide FC1=CC=C(C=N1)C(=O)NC1=C(C(=CC=C1)C(NC1=C(C=C(C=C1C(F)(F)F)C(C(F)(F)F)(C(F)(F)F)F)I)=O)F